(R)-5-{4-[(S)-4-(3,5-dimethylpyridin-2-yl)-2-methoxymethylpiperazine-1-carbonyl]phenyl}-5-isopropylimidazolidine-2,4-dione CC=1C(=NC=C(C1)C)N1C[C@H](N(CC1)C(=O)C1=CC=C(C=C1)[C@@]1(C(NC(N1)=O)=O)C(C)C)COC